IC1=NN2C(=NNC(C2=C1)=O)C(C)C 2-iodo-7-isopropyl-5H-pyrazolo[1,5-d][1,2,4]triazin-4-one